[Si](C)(C)(C(C)(C)C)OC=1C=NC=CC1C1=CC(=NC=C1)C=1N=C2N(N=C(C=C2)Cl)C1 (3'-((tert-Butyldimethylsilyl)oxy)-[4,4'-bipyridyl]-2-yl)-6-chloroimidazo[1,2-B]pyridazine